C(C)OC(=O)NS(=O)(=O)C=1SC(=CC1C1=CC=C(C=C1)CN1C(=NC=C1)C)CC(C)C (5-isobutyl-3-(4-((2-methyl-1H-imidazol-1-yl)methyl)phenyl)thiophen-2-yl)sulfonyl-aminoFormic acid ethyl ester